C1(CC1)N1CCN(CC1)C1CCN(CC1)C1=C(C=C(C(=C1)OC)NC1=NC=NC(=C1)N1OCC[C@@H]1C=1C=NC(=CC1)C)NC(C=C)=O N-(2-(4-(4-cyclopropylpiperazine-1-yl)piperidine-1-yl)-4-methoxy-5-((6-((R)-3-(6-methylpyridine-3-yl)isoxazolidine-2-yl)pyrimidine-4-yl)amino)phenyl)acrylamide